6-bromo-N'-[4-[tert-butyl(dimethyl)silyl]oxy-2-ethyl-phenyl]-4-(tetrahydropyran-4-ylamino)pyrrolo[1,2-b]pyridazine-3-carboxamidine BrC=1C=C2N(N=CC(=C2NC2CCOCC2)C(=NC2=C(C=C(C=C2)O[Si](C)(C)C(C)(C)C)CC)N)C1